C(N)(=N)C1=C(C=C(CNC(OC(C)(C)C)=O)C=C1F)F tert-butyl (4-carbamimidoyl-3,5-difluorobenzyl)carbamate